N-(3-bromo-1-isopropyl-4-oxo-1,4-dihydroquinolin-6-yl)carboxamide BrC1=CN(C2=CC=C(C=C2C1=O)NC=O)C(C)C